N-(6-(6-(pyrazolo[1,5-b]pyridazin-3-yl)imidazo[1,2-b]pyridazin-3-yl)pyridin-2-yl)-2-azaspiro[3.3]heptan-6-amine N1=CC(=C2N1N=CC=C2)C=2C=CC=1N(N2)C(=CN1)C1=CC=CC(=N1)NC1CC2(CNC2)C1